CN(C(=O)C=1C=NN(C1)C1CN(C1)C1=CC(=C2C(C(=CN(C2=N1)C=1SC=CN1)C(=O)O)=O)C)C 7-{3-[4-(dimethylcarbamoyl)-1H-pyrazol-1-yl]azetidin-1-yl}-5-methyl-4-oxo-1-(1,3-thiazol-2-yl)-1,4-dihydro-1,8-naphthyridine-3-carboxylic acid